C(C)(C)(C)[C@H]1OC([C@@H](N1C(=O)OCC1=CC=CC=C1)CCC1=CSC=C1)=O Benzyl (2R,4S)-2-(tert-butyl)-5-oxo-4-(2-(thiophen-3-yl)ethyl)oxazolidine-3-carboxylate